C1(CC1)C1=C(C#N)C(=CC=C1C1=NN=CN1C)C1(CC=NC(=C1)F)N1C(C2=C3C(C=CC=C13)=CC=C2CN2C[C@H](OCC2)C)=O 2-cyclopropyl-6-[6-fluoro-4-[[[(2R)-2-methylmorpholin-4-yl]methyl]-2-oxo-benzo[cd]indol-1(2H)-yl]-pyridin-4-yl]-3-(4-methyl-4H-1,2,4-triazol-3-yl)benzonitrile